4-cyano-4-(thiobenzoyl-thio)pentanoic acid C(#N)C(CCC(=O)O)(C)SC(C1=CC=CC=C1)=S